8-ethyltetracyclo[4.4.0.12,5.17,10]-dodec-3-ene C(C)C1C2C3C4C=CC(C3C(C1)C2)C4